2-(3,4'-dichloro-3'-((2S,3R)-2-(4-chlorophenyl)-4,4,4-trifluoro-3-methylbutanylamino)-[1,1'-biphenyl]-2-yl)acetic acid ClC=1C(=C(C=CC1)C1=CC(=C(C=C1)Cl)NC[C@@H]([C@H](C(F)(F)F)C)C1=CC=C(C=C1)Cl)CC(=O)O